F[C@](C)(S(=O)(=O)C1=CC(=CC=C1)F)C1CCN(CC1)C(=O)NC1=NOC=C1 (R)-4-(1-fluoro-1-((3-fluorophenyl)sulfonyl)ethyl)-N-(isoxazol-3-yl)piperidine-1-carboxamide